ClC1=C(C=C(C=C1)[C@@H]1O[C@@H]([C@H]([C@@H]([C@H]1O)O)O)SC)CC1=CC(=C(C=C1)OC[C@H]1OC1)F (2S,3R,4R,5S,6R)-2-[4-chloro-3-[[3-fluoro-4-[[(2S)-oxiran-2-yl]methoxy]phenyl]methyl]phenyl]-6-methylsulfanyl-tetrahydropyran-3,4,5-triol